COC1=CC=C(C=N1)NC(=O)[C@H]1[C@H]2[C@@H]3C[C@@H]3[C@@H]([C@@H]1C1=CC=NC=C1)O2 (1S,2S,4R,5R,6R,7S)-N-(6-methoxypyridin-3-yl)-7-(pyridin-4-yl)-8-oxatricyclo[3.2.1.02,4]octane-6-carboxamide